Cl.C[P](C)=O dimethylphosphorus oxide hydrochloride